octenyl-hexyl-phosphinic acid C(=CCCCCCC)P(O)(=O)CCCCCC